CN(CCC1=CNC=2C=CC=C(C12)O)C 3-(2-(dimethyl-amino)ethyl)-1H-indol-4-ol